6-(2-(2,2-difluoroethoxy)pyrimidin-5-yl)-2-((5-fluoropyridin-3-yl)methyl)pyridazine-3(2H)-one FC(COC1=NC=C(C=N1)C=1C=CC(N(N1)CC=1C=NC=C(C1)F)=O)F